OC[C@H](C[C@H]1C(NCC1)=O)NC([C@H](CC(C)C)NC(OC1CCC(CC1)CCC)=O)=O (1s,4S)-4-propylcyclohexyl ((S)-1-(((S)-1-hydroxy-3-((S)-2-oxopyrrolidin-3-yl)propan-2-yl)amino)-4-methyl-1-oxopentan-2-yl)carbamate